N1C(=NC=C1)C=1NC=CC(N1)=O 2-(imidazol-2-yl)pyrimidin-4(1H)-one